C(C)OC(C1=CC=C(C=C1)C=NC)OCC 1-(4-(diethoxymethyl)phenyl)-N-methylmethyleneamine